1,2-benziodaoxol-1-yl acetate C(C)(=O)OI1OCC2=C1C=CC=C2